FC=1C=CC(=C(C(=O)N(CCOC)C(C)C)C1)OC=1C(=NC=NC1)N1CC2(C1)CCN(CC2)C[C@H]2OC[C@@H](CC2)NS(=O)(=O)C2=CC=CC=C2 5-Fluoro-N-isopropyl-N-(2-methoxyethyl)-2-((4-(7-(((2S,5R)-5-(phenylsulfonamido)tetrahydro-2H-pyran-2-yl)methyl)-2,7-diazaspiro[3.5]nonan-2-yl)pyrimidin-5-yl)oxy)benzamide